1-methyl-4,5,6,7-tetrahydro-1H-indazol CN1N=CC=2CCCCC12